C(C1CO1)OCCOC1=C(C=C(C=C1)C1(C2=CC=CC=C2C=2C=CC=CC12)C1=CC(=C(C=C1)OCCOCC1CO1)CC)CC 9,9-Bis[4-(2-glycidyloxyethoxy)-3-ethylphenyl]fluorene